OC[C@H](C(C)(C)C)NC(=O)C=1C=C(C(=NC1C)C)C(=O)N[C@H](CO)C(C)(C)C Bis((S)-1-hydroxy-3,3-dimethylbutan-2-yl)-2,6-dimethylpyridine-3,5-dicarboxamide